OC1=C(C=CC(=C1)C)C(C)C 1-hydroxy-2-isopropyl-5-methylbenzene